BrC1=CC(=C(O[C@H](C(=O)O)C)C=C1)C=C (S)-2-(4-bromo-2-vinylphenoxy)propionic acid